ClC1=CC2=C([C@@]3(OCC2)C[C@H](NCC3)C=3N=NN(C3)C)S1 (2S,4S)-2'-chloro-2-(1-methyl-1H-1,2,3-triazol-4-yl)-4',5'-dihydrospiro[piperidine-4,7'-thieno[2,3-C]pyran]